CC1=CC(=NN1)C1(NC(=NC2=CC=CC=C12)NC1=C(C=C(C=C1)F)F)N 4-(5-methyl-1H-pyrazol-3-yl)-N2-(2,4-difluorophenyl)quinazoline-2,4-diamine